C(#N)N1C[C@H]([C@@H](C1)C=1C=NC=CC1)C(=O)NC=1SC(=CN1)C1=CC=CC=C1 trans-1-cyano-N-(5-phenylthiazol-2-yl)-4-(pyridin-3-yl)pyrrolidine-3-carboxamide